2,4'-Difluorobenzophenone FC1=C(C(=O)C2=CC=C(C=C2)F)C=CC=C1